tert-butyl 4-[3-[2-(6-carbamoyl-3-methyl-indol-1-yl) propanoylamino]-4-methyl-phenyl]piperazine-1-carboxylate C(N)(=O)C1=CC=C2C(=CN(C2=C1)C(C(=O)NC=1C=C(C=CC1C)N1CCN(CC1)C(=O)OC(C)(C)C)C)C